IC1=C2C=NN(C2=CC=C1N)S(=O)(=O)C1=CC=CC=C1 4-iodo-1-(benzenesulfonyl)-1H-indazol-5-amine